imidazo-[4,5-c]quinolin-2-one N=1C(N=C2C=NC=3C=CC=CC3C21)=O